2,6-dimethylmorpholinyllithium CC1CN(CC(O1)C)[Li]